2-(di-tert-butyl-phosphino)-phenyl-1H-pyrrole C(C)(C)(C)P(C1=C(C=CC=C1)N1C=CC=C1)C(C)(C)C